(Z)-3-((1H-pyrrol-2-yl)methylene)-5-((3-fluoro-5-(trifluoromethyl)benzyl)amino)indolin-2-one N1C(=CC=C1)\C=C\1/C(NC2=CC=C(C=C12)NCC1=CC(=CC(=C1)C(F)(F)F)F)=O